2-(4-((2S,5R)-2,5-Dimethyl-4-picolinoylpiperazin-1-yl)-5-(3-methylpyrazin-2-yl)-7H-pyrrolo[2,3-d]pyrimidin-7-yl)isonicotinonitrile CC1=NC=C(C(=C1)C(=O)[C@H]1N(CCNC1)C=1C2=C(N=CN1)N(C=C2C2=NC=CN=C2C)C=2C=C(C#N)C=CN2)C